NC1=CC(C(NC1=NC=1C(=NN2C1C=CC=C2)OCCCN2CCCCC2)=NC=2C(=NN1C2C=CC=C1)OCCCN1CCCCC1)=N N,N'-(5-amino-3-iminopyridine-2,6(1H,3H)-diylidene)bis{2-[3-(piperidin-1-yl)propoxy]pyrazolo[1,5-a]pyridin-3-amine}